(6-pyrazol-1-yl-2-pyridinyl)methanone N1(N=CC=C1)C1=CC=CC(=N1)C=O